ClC1=C(C=CC=C1)CC(=O)NC1=CC(=C(C=C1)OCCC1=CC=CC=C1)S(N)(=O)=O 2-(2-chlorophenyl)-N-[4-(2-phenylethoxy)-3-sulfamoylphenyl]acetamide